[Na+].[Na+].S(=O)(=O)(O)C(C(=O)OOCC)CC(=O)[O-].O(CC)OC(C(CC(=O)[O-])S(=O)(=O)O)=O ethoxyl sulfosuccinate disodium salt